Cl(=O)(=O)(=O)[O-].C[N+](=C1C=CC(C=C1)=C(C=CC=C(C1=CC=C(C=C1)N(C)C)C1=CC=C(C=C1)N(C)C)C1=CC=C(C=C1)N(C)C)C Dimethyl-{4-[1,5,5-tris(4-dimethylaminophenyl)-2,4-pentadienylidene]-2,5-cyclohexadien-1-ylidene}ammonium perchlorate